β-Vinyl-β-propiolacton C(=C)C1CC(=O)O1